ClC=1C=C(C=CC1)C1=CC2=C(O[C@H](CN2S(=O)(=O)C2=CC(=CC=C2)C(F)(F)F)CCC(=O)N2CCC(CC2)C(=O)OC)C(=C1)F methyl (S)-1-(3-(6-(3-chlorophenyl)-8-fluoro-4-((3-(trifluoromethyl)-phenyl)sulfonyl)-3,4-dihydro-2H-benzo[b][1,4]oxazin-2-yl)propanoyl)piperidine-4-carboxylate